Methyl 2-(8'-(((1S,3S)-3-aminocyclopentyl)amino)-3'-bromospiro[cyclopentane-1,5'-pyrazolo[1,5-a]pyrrolo[3,4-d]pyrimidine]-6'(7'H)-yl)acetate N[C@@H]1C[C@H](CC1)NC1=C2C(=NC=3N1N=CC3Br)C3(N(C2)CC(=O)OC)CCCC3